C(C)(C)(C)OC(=O)N1CC2=CC=C(C=C2CC1)N 6-amino-3,4-dihydro-isoquinoline-2(1H)-carboxylic acid tert-butyl ester